methyl 4-{[6-(5-chloro-2-fluorophenyl)pyridazin-4-yl]amino}quinoline-6-carboxylate ClC=1C=CC(=C(C1)C1=CC(=CN=N1)NC1=CC=NC2=CC=C(C=C12)C(=O)OC)F